(R)-4-(7-(3-aminopiperidin-1-yl)-3-(1-methyl-1H-pyrrolo[2,3-b]pyridin-5-yl)-3H-imidazo[4,5-b]pyridin-2-yl)-2-fluorobenzonitrile N[C@H]1CN(CCC1)C1=C2C(=NC=C1)N(C(=N2)C2=CC(=C(C#N)C=C2)F)C=2C=C1C(=NC2)N(C=C1)C